[N+](=O)([O-])C1=CC=C(C=C1)OC(=O)Cl (4-nitrophenyl)carbonochloridate